N-(2-chloro-3-(3-chloro-2-(4-formyl-3-methoxyphenyl)pyridin-4-yl)phenyl)-5-(hydroxymethyl)picolinamide ClC1=C(C=CC=C1C1=C(C(=NC=C1)C1=CC(=C(C=C1)C=O)OC)Cl)NC(C1=NC=C(C=C1)CO)=O